2-(4-methoxybenzyl)pyridazin-3(2H)-one COC1=CC=C(CN2N=CC=CC2=O)C=C1